{[1-(Furan-2-carbonyl)-3-[3-methyl-1-(pyrrolidin-1-carbonyl)piperazin-2-yl]-1H-pyrazol-5-yl]oxylmethyl}benzol O1C(=CC=C1)C(=O)N1N=C(C=C1OCC1=CC=CC=C1)C1N(CCNC1C)C(=O)N1CCCC1